N1,N2-dimethyl-N1-[2-(methylamino)ethyl]ethane-1,2-diamine CN(CCNC)CCNC